CS(=O)(=N)C1=CC=C2C(=N1)C=C(S2)C(=O)OC methyl 5-(methylsulfonimidoyl)thieno[3,2-b]pyridine-2-carboxylate